8-(4-(4-(3-((2-(2,6-dioxopiperidin-3-yl)-1-oxoisoindolin-4-yl)thio)propyl)piperazin-1-yl)piperidin-1-yl)-9-ethyl-6,6-dimethyl-11-oxo-6,11-dihydro-5H-benzo[b]carbazole-3-carbonitrile O=C1NC(CCC1N1C(C2=CC=CC(=C2C1)SCCCN1CCN(CC1)C1CCN(CC1)C=1C(=CC2=C(C(C=3NC4=CC(=CC=C4C3C2=O)C#N)(C)C)C1)CC)=O)=O